C(C)(C)(C)N1CCN(CC1)C1=NN(C=C1)C1=CC=C(C=C1)F tert-butyl-4-(1-(4-fluorophenyl)-1H-pyrazol-3-yl)piperazine